CC(C)C1=NC2=CC=CC=C2CN1 2-(propan-2-yl)-3,4-dihydroquinazoline